(7-(difluoromethoxy)-4-methyl-1-(prop-2-yn-1-yl)-1H-indazol-3-yl)-4-fluorobenzamide FC(OC=1C=CC(=C2C(=NN(C12)CC#C)C1=C(C(=O)N)C=CC(=C1)F)C)F